(3R)-2'-{6-amino-5-[(1S)-1-(3,5-difluoropyridin-4-yl)ethoxy]pyridin-3-yl}-N-ethyl-5',6'-dihydrospiro[pyrrolidine-3,4'-pyrrolo[1,2-b]pyrazole]-1-carboxamide NC1=C(C=C(C=N1)C=1C=C2N(N1)CC[C@]21CN(CC1)C(=O)NCC)O[C@@H](C)C1=C(C=NC=C1F)F